[C@@H](C)(CC)N1C=C(C=2C1=NC(=CC2)C(=O)OC)C2=CC(=C(C=C2)Cl)F methyl (R)-1-(sec-butyl)-3-(4-chloro-3-fluorophenyl)-1H-pyrrolo[2,3-b]pyridine-6-carboxylate